tri-isobutyl-amine C(C(C)C)N(CC(C)C)CC(C)C